CCC(C)C(=O)OC Methyl-2-methyl butyrate